[N+](=O)([O-])C=1C=C(C=CC1)S(=O)(=O)N1C2=C(OCC1)C(=CN=C2)C2=CC=C(C#N)C=C2 4-(4-((3-nitrophenyl)sulfonyl)-3,4-dihydro-2H-pyrido[4,3-b][1,4]oxazin-8-yl)benzonitrile